The molecule is a monocarboxylic acid amide obtained by formal condensation of butanoic acid and ammonia. It is a primary fatty amide and a member of butanamides. CCCC(=O)N